3,5-di-tert-butylbenzylcoumarin C(C)(C)(C)C=1C=C(CC=2C(OC3=CC=CC=C3C2)=O)C=C(C1)C(C)(C)C